3-(4-(((3,3-dimethylcyclobutyl)methyl)((1s,4s)-4-((3,3,3-trifluoropropyl)amino)cyclohexyl)amino)-1-oxoisoindolin-2-yl)piperidine-2,6-dione CC1(CC(C1)CN(C1=C2CN(C(C2=CC=C1)=O)C1C(NC(CC1)=O)=O)C1CCC(CC1)NCCC(F)(F)F)C